CC1=NC=CC(=C1)C(C)C1=NN=C(C2=CC=CC=C12)NCC1CCOCC1 4-(1-(2-methylpyridin-4-yl)ethyl)-N-((tetrahydro-2H-pyran-4-yl)methyl)phthalazin-1-amine